glucose sodium sulfate salt S(=O)(=O)([O-])[O-].[Na+].O=C[C@H](O)[C@@H](O)[C@H](O)[C@H](O)CO.[Na+]